1-bromo-2,3-dimethyl-benzene BrC1=C(C(=CC=C1)C)C